4-chloro-5-(4-chlorophenyl)-3-((1-(3,5-dichlorophenyl)-5-((S)-1-hydroxyethyl)-1H-1,2,4-triazol-3-yl)methyl)-1-((S)-3,3,3-trifluoro-2-hydroxypropyl)-1,3-dihydro-2H-imidazol-2-one ClC=1N(C(N(C1C1=CC=C(C=C1)Cl)C[C@@H](C(F)(F)F)O)=O)CC1=NN(C(=N1)[C@H](C)O)C1=CC(=CC(=C1)Cl)Cl